5-(tert-butoxy)-5-oxo-4-(4,7,10-tris(2-(tert-butoxy)-2-oxoethyl)-1,4,7,10-tetraazacyclododecan-1-yl)pentanoic acid C(C)(C)(C)OC(C(CCC(=O)O)N1CCN(CCN(CCN(CC1)CC(OC(C)(C)C)=O)CC(OC(C)(C)C)=O)CC(=O)OC(C)(C)C)=O